ClC1=NC=C(C(=C1)NCC1=CC=C(C=C1)OC)C(F)(F)C1CC1 2-Chloro-5-(cyclopropyldifluoromethyl)-N-(4-methoxybenzyl)pyridin-4-amine